2-phenyl-N-(5-(piperazin-1-yl)-1,3,4-thiadiazol-2-yl)acetamide C1(=CC=CC=C1)CC(=O)NC=1SC(=NN1)N1CCNCC1